butensultone C1=CCCOS1(=O)=O